6-(2-(trifluoromethoxy)benzyl)-7,8-dihydro-1,6-naphthyridine-5(6H)-one FC(OC1=C(CN2C(C=3C=CC=NC3CC2)=O)C=CC=C1)(F)F